3-methoxy-N-[3-(2-methylpyrazol-3-yl)-4-(2-morpholin-4-ylethoxy)phenyl]benzamide COC=1C=C(C(=O)NC2=CC(=C(C=C2)OCCN2CCOCC2)C=2N(N=CC2)C)C=CC1